C(C1=CC=CC=C1)N1C(C2(C(C2C1=O)C(=O)OCC)C)=O ethyl 3-benzyl-1-methyl-2,4-dioxo-3-azabicyclo[3.1.0]hexane-6-carboxylate